C1(CCCCC1)COC(C=CCCC(C)O[C@@H]1O[C@H]([C@@H](C[C@H]1O[Si](C)(C)C(C)(C)C)O[Si](C)(C)C(C)(C)C)C)=O 6-{[(2R,3R,5R,6S)-3,5-bis[(tert-butyldimethylsilyl)oxy]-6-methyloxan-2-yl]oxy}hept-2-enoic acid cyclohexylmethyl ester